methyl 3-(9-((4-(aminomethyl)-2,6-dimethylphenyl)carbamoyl)-4,5-dihydrobenzo[b]thieno[2,3-d]oxepin-8-yl)-6-(bicyclo[1.1.1]pentan-1-ylcarbamoyl)picolinate NCC1=CC(=C(C(=C1)C)NC(=O)C1=CC2=C(OCCC3=C2SC=C3)C=C1C=1C(=NC(=CC1)C(NC13CC(C1)C3)=O)C(=O)OC)C